N,N-dioctadecyl-hydroxylamine oxide C(CCCCCCCCCCCCCCCCC)[N+](O)(CCCCCCCCCCCCCCCCCC)[O-]